1-(naphthalen-2-yl)dodec-11-en-1-one C1=C(C=CC2=CC=CC=C12)C(CCCCCCCCCC=C)=O